C(C1=CC=CC=C1)N1CCC(CC1)(F)C=C1C(C2=CC=C(C=C2C1)C=1CCNCC1)=O 2-((1-benzyl-4-fluoropiperidin-4-yl)methylene)-5-(1,2,3,6-tetrahydropyridin-4-yl)-2,3-dihydro-1H-inden-1-one